C(CCCCCCCCCCCCCCCCCCCCCCCCCCCCCCCCCCCCCCC)(=O)OCCCCCCCC\C=C/CCCCCCCC oleyl tetracontanoate